2-ethylpiperidinyldicyclopentyl-chlorosilane C(C)C1N(CCCC1)[Si](Cl)(C1CCCC1)C1CCCC1